4-fluoro-[1,1'-biphenyl]-2-carboxamide FC=1C=C(C(=CC1)C1=CC=CC=C1)C(=O)N